6-butyl-5-(2,6-dimethoxyphenyl)-3-{4-[(2-fluorophenyl)methyl]piperazine-1-carbonyl}pyridine-2,4-diol C(CCC)C1=C(C(=C(C(=N1)O)C(=O)N1CCN(CC1)CC1=C(C=CC=C1)F)O)C1=C(C=CC=C1OC)OC